ClC=1C=C(NC2(CCC3([C@H](CC4=CC=CC=C34)C[C@@H](CC)COC3=CC=NC=C3)CC2)C(=O)O)C=CC1 (1r,2'S,4S)-4-(3-chloroanilino)-2'-[(2R)-2-{[(pyridin-4-yl)oxy]methyl}butyl]-2',3'-dihydrospiro[cyclohexane-1,1'-indene]-4-carboxylic acid